C1(CC1)C1=CC=C(S1)N(C(C)=O)C1C(NC(CC1)=O)=O 5-cyclopropyl-N-(2,6-dioxopiperidin-3-yl)-2-acetamidothiophene